NC1C2=CC=CC=C2CC12CCN(CC2)N2N=CC(C2)=O 1-(1-amino-1,3-dihydrospiro[indene-2,4'-piperidine]-1'-yl)-4-oxo-4,5-dihydro-1H-pyrazole